6-(4-chlorophenyl)-2-(3-fluorophenyl)-N-(trans-2-hydroxycyclopentyl)-3-oxo-2,3-dihydropyridazine-4-carboxamide ClC1=CC=C(C=C1)C=1C=C(C(N(N1)C1=CC(=CC=C1)F)=O)C(=O)N[C@H]1[C@@H](CCC1)O